benzyl (3R,5S)-3-methyl-5-((5-(pyrimidin-4-yl)-1H-pyrrolo[2,3-b]pyridin-4-yl)amino)piperidine-1-carboxylate C[C@H]1CN(C[C@H](C1)NC1=C2C(=NC=C1C1=NC=NC=C1)NC=C2)C(=O)OCC2=CC=CC=C2